C1(CCC1)CNCC=1NC2=CC(=CC=C2C1)CN1N=NC(=C1)C1=C2C=NNC2=CC(=C1)OC 1-cyclobutyl-N-((6-((4-(6-methoxy-1H-indazol-4-yl)-1H-1,2,3-triazol-1-yl)methyl)-1H-indol-2-yl)methyl)methylamine